N-{[(3-(6-morpholinopyridin-3-yl)-2-oxazolidinone-5-yl)]Methyl}nicotinamide O1CCN(CC1)C1=CC=C(C=N1)N1C(OC(C1)CNC(C1=CN=CC=C1)=O)=O